2-(4-trifluoromethylphenyl)pyridin FC(C1=CC=C(C=C1)C1=NC=CC=C1)(F)F